4-(2-chloro-4-fluorophenyl)-7-(1-hydroxyethyl)-2H-chromen-2-one ClC1=C(C=CC(=C1)F)C1=CC(OC2=CC(=CC=C12)C(C)O)=O